NCCN1C(=NC=C1)CC 1-(2-aminoethyl)-2-ethylimidazole